N1(CCCC1)C1CN(CCC1)C1=NC=2N(C(=C1)C1=CC=C(C#N)C=C1)N=CN2 4-{5-[3-(pyrrolidin-1-yl)piperidin-1-yl]-[1,2,4]triazolo[1,5-a]pyrimidin-7-yl}benzonitrile